(R)-1-(2-chlorophenyl)-2-((4-fluorophenyl)amino)-2-oxoethyl 3-amino-6-(1-(1-(tert-butoxycarbonyl)piperidin-4-yl)-1H-pyrazol-4-yl)pyrazine-2-carboxylate NC=1C(=NC(=CN1)C=1C=NN(C1)C1CCN(CC1)C(=O)OC(C)(C)C)C(=O)O[C@@H](C(=O)NC1=CC=C(C=C1)F)C1=C(C=CC=C1)Cl